FC1(CCN(CC1)C=1C(=CC=C2C(=C(C=NC12)C(=O)N[C@H]1CCC2=CC=CC=C12)N(C)C)F)F 8-(4,4-difluoropiperidin-1-yl)-N-[(1S)-2,3-dihydro-1H-inden-1-yl]-4-(dimethylamino)-7-fluoroquinoline-3-carboxamide